BrC1=C(C=C(C(=C1)C(C)(C)C)OC)CC(=O)O 2-(2-Bromo-4-tert-butyl-5-methoxy-phenyl)acetic acid